2-fluoro-N-(6-(4-isopropyl-4H-1,2,4-triazol-3-yl)pyridin-2-yl)-4-methyl-5-nitrobenzamide FC1=C(C(=O)NC2=NC(=CC=C2)C2=NN=CN2C(C)C)C=C(C(=C1)C)[N+](=O)[O-]